(4S,6S)-2-Amino-4-(5-((Z)-2-(5-chloropyridin-2-yl)-2-fluorovinyl)-2-fluorophenyl)-4,6-dimethyl-5,6-dihydro-4H-1,3-thiazin NC=1S[C@H](C[C@@](N1)(C)C1=C(C=CC(=C1)\C=C(/F)\C1=NC=C(C=C1)Cl)F)C